C1(CC1)N1CCP(CC1)(C1=CC(=C(C=C1)NC=1N=C(C2=C(N1)NC=C2C(F)(F)F)CC)OC)=O 1-cyclopropyl-4-(4-((4-ethyl-5-(trifluoromethyl)-7H-pyrrolo[2,3-d]pyrimidin-2-yl)amino)-3-methoxyphenyl)-1,4-azaphosphinane-4-oxide